C(C)C(C(C)=O)C(C)=O Ethyl-acetyl-acetone